5-bromo-2-[2-(difluoromethoxy)-4-methyl-phenoxy]pyridine BrC=1C=CC(=NC1)OC1=C(C=C(C=C1)C)OC(F)F